COC1=CC=C(C=C1)N1N=NC(=C1)C1=NC(=CC=C1)C=1N=NN(C1)C1=CC=C(C=C1)OC 2,6-bis(1-(4-methoxyphenyl)-1H-1,2,3-triazol-4-yl)pyridine